C(C)(C)(C)OC(=O)N1[C@@H](C[C@H](C1)F)[C@H](C)OC1=CC(=NC(=N1)C(NO)=N)O[C@@H]1C[C@H](N(CC1)C(=O)OCC1=CC=CC=C1)CC#N benzyl (2R,4S)-4-({6-[(1S)-1-[(2S,4R)-1-[(tert-butoxy)carbonyl]-4-fluoropyrrolidin-2-yl]ethoxy]-2-(N-hydroxy-carbamimidoyl) pyrimidin-4-yl}oxy)-2-(cyanomethyl)piperidine-1-carboxylate